C1(CCCCC1)CCCN(C(=O)C(C(=O)O)CC)C [(3-Cyclohexyl-Propyl)-Methyl-Carbamoyl]Butyric Acid